CN(C)CC1=C(C=C(N)C=C1)C(F)(F)F 4-[(dimethylamino)methyl]-3-(trifluoromethyl)aniline